COP(=O)(C)C(C(C)C)=O Methylisobutyryl-methylphosphinate